triisopropylethanesulfonyl-(pentafluorophenyl)phosphine C(C)(C)C(CS(=O)(=O)PC1=C(C(=C(C(=C1F)F)F)F)F)(C(C)C)C(C)C